tert-butyl (6aR)-1,4-dichloro-3-(2-fluoro-6-hydroxyphenyl)-12-oxo-6a,7,9,10-tetrahydro-12H-pyrazino[2,1-c]pyrido[3,4-f][1,4]oxazepine-8(6H)-carboxylate ClC1=NC(=C(C2=C1C(N1[C@@H](CO2)CN(CC1)C(=O)OC(C)(C)C)=O)Cl)C1=C(C=CC=C1O)F